[Br-].C[N+](C)(C)C12CC3CC(CC(C1)C3)C2 N,N,N-trimethyladamantylammonium bromide